C(C)(C)(C)OC(=O)/N=C(/NC=1C=C(C(=O)O)C=CC1)\N (E)-3-(2-(tert-butoxycarbonyl)guanidino)benzoic acid